(2-chloro-5-fluoropyrimidin-4-yl)spiro[cyclopropane-1,1'-isoindoline]-3'-one ClC1=NC=C(C(=N1)N1C2(C3=CC=CC=C3C1=O)CC2)F